C(C)(C)(C)C=1C=C(C=C(C1O)C)CCC(=O)OCCOCCOCCOC(CCC1=CC(=C(C(=C1)C)O)C(C)(C)C)=O Triethylene glycol bis[β-(3-tert-butyl-4-hydroxy-5-methylphenyl)propionate]